C(CC=CC)OC1=CC(=C(C(=C1)C(C)(C)C)O)C(C)(C)C 4-(pent-3-en-1-yloxy)-2,6-di-tert-butylphenol